CN(CCCN1N=C2C=C(C=CC2=C1N1CC(C1)NC(C=C)=O)C1=C(C=CC=C1)F)C N-(1-(2-(3-(dimethylamino)propyl)-6-(2-fluorophenyl)-2H-indazol-3-yl)azetidin-3-yl)acrylamide